3-iodo-6-(1-methyl-1H-pyrazol-4-yl)pyrazolo[1,5-a]pyridine IC=1C=NN2C1C=CC(=C2)C=2C=NN(C2)C